N-(1-methoxyethyl)benzamide COC(C)NC(C1=CC=CC=C1)=O